morpholino(5-(4,4,5,5-tetramethyl-1,3,2-dioxaborolan-2-yl)pyridin-2-yl)methanone O1CCN(CC1)C(=O)C1=NC=C(C=C1)B1OC(C(O1)(C)C)(C)C